6-(2-amino-4-fluorophenyl)-2-phenoxymethylimidazo[1,2-a]pyrimidine NC1=C(C=CC(=C1)F)C=1C=NC=2N(C1)C=C(N2)COC2=CC=CC=C2